[Li].[Co]=O.[Li] Lithium cobalt oxide lithium